[Se]1[Se]CCC1 Diselenolane